2-(4,4-difluoropiperidin-1-yl)-6-methylpyridine-3,4-diamine FC1(CCN(CC1)C1=NC(=CC(=C1N)N)C)F